2-(4-{methyl-[(3R)-piperidin-3-yl]amino}pyrido[3,4-d]pyridazin-1-yl)-5-(trifluoromethyl)phenol CN(C=1N=NC(=C2C1C=NC=C2)C2=C(C=C(C=C2)C(F)(F)F)O)[C@H]2CNCCC2